O=C1N(CCC(N1)=O)C1=NN(C2=CC(=C(C=C12)F)N1CCC(CC1)(O)CC(=O)O)C 2-[1-[3-(2,4-dioxohexahydropyrimidin-1-yl)-5-fluoro-1-methyl-indazol-6-yl]-4-hydroxy-4-piperidinyl]acetic acid